FNCl Fluorochloramide